COC(C1=C(C(=C(C=C1)F)Cl)NC1=C(C(=C(C=C1)F)F)C=O)=O chloro-2-((3,4-difluoro-2-formylphenyl)amino)-4-fluoro-benzoic acid methyl ester